1,5,7-trimethyl-3-(6-oxa-1-azaspiro[3.5]non-1-ylcarbonyl)-1,5-dihydro-4H-pyrrolo[3,2-c]pyridin-4-one CN1C=C(C=2C(N(C=C(C21)C)C)=O)C(=O)N2CCC21COCCC1